Barium-zinc [Zn].[Ba]